C(C)OC(C(C)=C1CCC(CC1)OCC1N(CCCC1OCOCC)C(=O)OC(C)(C)C)=O tert-butyl 2-({[4-(1-ethoxy-1-oxopropan-2-ylidene)cyclohexyl]oxy}methyl)-3-(ethoxymethoxy)piperidine-1-carboxylate